(S)-2-amino-N-(4-(3,5-dimethylpyridin-4-yl)-3-fluorophenyl)-3,3-diphenylPropionamide dihydrochloride Cl.Cl.N[C@H](C(=O)NC1=CC(=C(C=C1)C1=C(C=NC=C1C)C)F)C(C1=CC=CC=C1)C1=CC=CC=C1